C(C)OC1CN(C1)C1=C(C=C(C=C1)C1=NNC(OC1)=O)C(F)(F)F 5-[4-(3-Ethoxyazetidin-1-yl)-3-(trifluoromethyl)phenyl]-3,6-dihydro-2H-1,3,4-oxadiazin-2-one